N-(1-(5-fluoro-2-ethoxyphenyl)ethyl)pyrazolo[1,5-a]pyrimidin-5-amine FC=1C=CC(=C(C1)C(C)NC1=NC=2N(C=C1)N=CC2)OCC